FC(C(=O)N1CC(C1)(N1N=C(C=2C1=NC=CC2)C2=CC=C(C=C2)C(F)(F)F)CC(=O)N)=C 2-(1-(2-fluoroacryloyl)-3-(3-(4-(trifluoromethyl)phenyl)-1H-pyrazolo[3,4-b]pyridin-1-yl)azetidin-3-yl)acetamide